BrC=1C=NC=2N(C1)CC(N2)(CCO)C(F)(F)F 6-bromo-2-trifluoromethylimidazo[1,2-a]pyrimidineEthanol